FC1=C(C#N)C=CC=C1C1=CC2=CC=CC=C2C=C1 2-fluoro-3-(naphthalen-2-yl)benzonitrile